C1(=CC=CC=C1)C=1OC2=C(CC1)C=CC=C2 Phenyl-4h-1-Benzopyran